COC(=O)C1(CCNCC1)CC(=O)N(C1=CC=CC=C1)C1CCCCC1 4-[2-(N-cyclohexylanilino)-2-oxoethyl]piperidine-4-carboxylic acid methyl ester